3-((4-chloro-1-methyl-1H-pyrazol-5-yl)methyl)-2-(4-(methylthio)benzyl)isoindolin-1-one ClC=1C=NN(C1CC1N(C(C2=CC=CC=C12)=O)CC1=CC=C(C=C1)SC)C